[2-(3-fluoro-5-methanesulfonylphenoxy)-ethyl](propyl)amine FC=1C=C(OCCNCCC)C=C(C1)S(=O)(=O)C